2-[(Z,2S)-4-Methylhept-4-en-2-yl]-3-[(2-methylpropan-2-yl)oxy]-5-pentylphenol C/C(/C[C@H](C)C1=C(C=C(C=C1OC(C)(C)C)CCCCC)O)=C/CC